N,N-dimethyl-N-cyclohexylamine N-oxide C[N+](C1CCCCC1)(C)[O-]